OC1=C(N=C(N(C1=O)C)[C@@H]1N(CCCC1)CCO)C(=O)NC=1C=NOC1 (R)-5-hydroxy-2-(1-(2-hydroxyethyl)piperidin-2-yl)-N-(isoxazol-4-yl)-1-methyl-6-oxo-1,6-dihydropyrimidine-4-carboxamide